C(C)(C)(C)OC(=O)NN1C(=NC=C1)C(=O)OCC ethyl 1-((tert-butoxycarbonyl) amino)-1H-imidazole-2-carboxylate